C(C)(C)(C)OC(=O)N1C(C(C2=NNC(C=3C=C(C=C1C23)F)=O)N)C2=CC=C(C=C2)F 5-fluoro-9-amino-8-(4-fluorophenyl)-8,9-dihydro-2H-pyrido[4,3,2-de]phthalazin-3(7H)-one-7-carboxylic acid tert-butyl ester